C12(CC3CC(CC(C1)C3)C2)C23CC1CC(CC(C2)C1)C3 adamantyl-(adamantane)